O1COC2=C1C=CC(=C2)[C@H]2[C@](C[C@@H]1N2C([C@H](N(C1=O)C1CC1)C)=O)(C#N)C |r| Rac-(3r,6s,7s,8as)-6-(benzo[d][1,3]dioxol-5-yl)-2-cyclopropyl-3,7-dimethyl-1,4-dioxooctahydropyrrolo[1,2-a]pyrazine-7-carbonitrile